tert-Butyl (2R,5R)-4-(2-(5-(chloromethyl)-6-(4-fluorobenzyl)-3,3-dimethyl-2,3-dihydro-1H-pyrrolo[3,2-b]pyridin-1-yl)-2-oxoethyl)-5-(methoxymethyl)-2-methylpiperazine-1-carboxylate ClCC1=C(C=C2C(=N1)C(CN2C(CN2C[C@H](N(C[C@@H]2COC)C(=O)OC(C)(C)C)C)=O)(C)C)CC2=CC=C(C=C2)F